Chloroformyl-oxainine ClC(=O)C1OC=CC=C1